FC1=C(C=CC(=N1)C(=O)NC)N1C2CC2N(CC1)CC1=CC=C2C(N(C(NC2=C1)=O)C)=S 6-fluoro-N-methyl-5-(5-((3-methyl-2-oxo-4-thioxo-1,2,3,4-tetrahydroquinazolin-7-yl)methyl)-2,5-diazabicyclo[4.1.0]heptan-2-yl)picolinamide